2-[5-chloro-2-methyl-4-(2,2,2-trifluoro-1,1-dimethyl-ethyl)phenyl]-5-(1,4-dimethylimidazol-2-yl)-1H-1,6-naphthyridin-4-one ClC=1C(=CC(=C(C1)C=1NC2=CC=NC(=C2C(C1)=O)C=1N(C=C(N1)C)C)C)C(C(F)(F)F)(C)C